tert-Butyl 4-(2-(2,6-dioxopiperidin-3-yl)-3-oxo-2,3-dihydro-[1,2,4]triazolo[4,3-a]pyridin-7-yl)piperazine-1-carboxylate O=C1NC(CCC1N1N=C2N(C=CC(=C2)N2CCN(CC2)C(=O)OC(C)(C)C)C1=O)=O